BrC1=CC(=C(C=C1)NC(COC1=CC=C(C=C1)C(F)(F)F)=S)I N-(4-bromo-2-iodophenyl)-2-(4-(trifluoromethyl)phenoxy)thioacetamide